C1(CC1)CNC(C=1C=C(C=CC1)NC(=O)C=1N(N=C(C1)C(F)(F)F)C1=CC(=CC=C1)C#N)C1=CC2=CC=CC=C2C=C1 2-(3-Cyano-phenyl)-5-trifluoromethyl-2H-pyrazole-3-carboxylic acid (3-[(cyclopropylmethyl-amino)-naphthalen-2-yl-methyl]-phenyl)-amide